COC=1C=C(C2=CC=CC=C2C1)N1CC=2N=C(N=C(C2CC1)N1CCN(CC1)C(=O)OC(C)(C)C)OCCN1CCCCC1 tert-butyl 4-[7-(3-methoxy-1-naphthyl)-2-[2-(1-piperidyl)ethoxy]-6,8-dihydro-5H-pyrido[3,4-d]pyrimidin-4-yl]piperazine-1-carboxylate